(R)-2-(5-(difluoromethoxy)-4-((6-oxo-5-(trifluoromethyl)-1,6-dihydropyridazin-4-yl)amino)pentyl)-6-(5-(difluoromethyl)pyrazin-2-yl)-7-fluoroisoquinolin-1(2H)-one FC(OC[C@@H](CCCN1C(C2=CC(=C(C=C2C=C1)C1=NC=C(N=C1)C(F)F)F)=O)NC=1C=NNC(C1C(F)(F)F)=O)F